copper-indium oxide [O-2].[In+3].[Cu+2]